Cis-oxindolespiroimidazoline N1C=NC2(C1)C(NC1=CC=CC=C12)=O